4,4-di(tert-butylperoxy)pentanoic n-butyl ester C(CCC)OC(CCC(C)(OOC(C)(C)C)OOC(C)(C)C)=O